4-chloro-N-(2-bromoethyl)benzamide ClC1=CC=C(C(=O)NCCBr)C=C1